CC(CC(=O)OC)CC(C)(C)C Methyl 3,5,5-trimethylhexanoate